4-(2,3-dihydroxypropyl)-4-(4-methoxy-3-methylphenyl)cyclohexanecarbonitrile OC(CC1(CCC(CC1)C#N)C1=CC(=C(C=C1)OC)C)CO